CC1=CC[C@@](O)(C(C)C)CC1 (-)-Terpinen-4-ol